ClCC(=O)NC=1C=C(C(=O)O)C=CC1 N-chloroacetyl-3-aminobenzoic acid